CC1=C(C=CC=C1)C1=CC(=C(C=C1)N1C[C@H](CC1)OC1=NC=C(C=C1)C(F)(F)F)CCCO (S)-3-(2'-methyl-4-(3-(5-(trifluoromethyl)pyridin-2-yloxy)pyrrolidin-1-yl)biphenyl-3-yl)propan-1-ol